NC1=NC=C(C2=C1C=NN2)NC(C(=O)N2[C@H](CC[C@@H](C2)C)C=2C=CC1=C(N=C(S1)C(CN(C)C)C)C2)=O N-(4-amino-1H-pyrazolo[4,3-c]pyridin-7-yl)-2-((2R,5S)-2-(2-(1-(dimethylamino)propan-2-yl)benzo[d]thiazol-5-yl)-5-methylpiperidin-1-yl)-2-oxoacetamide